(2R)-1,1,1-trifluoro-3,3-dimethylbutan-2-yl (3R)-4-(2'-ethoxy-6-{[(3R)-1-methylpyrrolidin-3-yl]carbamoyl}-[2,3'-bipyridin]-5-yl)-3-ethylpiperazine-1-carboxylate C(C)OC1=NC=CC=C1C1=NC(=C(C=C1)N1[C@@H](CN(CC1)C(=O)O[C@@H](C(F)(F)F)C(C)(C)C)CC)C(N[C@H]1CN(CC1)C)=O